1-bromo-3-cyclopropylbenzene BrC1=CC(=CC=C1)C1CC1